N-(2-benzyl-3-hydroxy-2-methylpropyl)-1-methyl-5-oxo-4,5-dihydro-1H-1,2,4-triazole-3-carboxamide C(C1=CC=CC=C1)C(CNC(=O)C1=NN(C(N1)=O)C)(CO)C